N1=C(C=CC=C1)C(=O)O[C@@H]1[C@H]([C@H]([C@H](O[C@@]12CCCO2)CO)O)N2N=NC(=C2)C2=CC(=C(C(=C2)F)F)F (5S,7R,8R,9S,10R)-8-hydroxy-7-(hydroxymethyl)-9-(4-(3,4,5-trifluorophenyl)-1H-1,2,3-triazol-1-yl)-1,6-dioxaspiro[4.5]decan-10-yl picolinate